C(CCCCCCC\C=C/CCCCCCCC)(=O)CN(C)C oleoyl-trimethylamine